2-[(2-phenylpropyl)amino]-N-[4-(1H-1,2,4-triazol-1-yl)phenyl]-propionamide C1(=CC=CC=C1)C(CNC(C(=O)NC1=CC=C(C=C1)N1N=CN=C1)C)C